C(C=C)OC12C(C3C(C=C1)(C1=CC=C(C=C1)OCC=C)S3)S2 4,4'-Diallyloxybiphenyl disulfide